BrC1=NN2C(NC([C@]3(CN([C@@H](C3)C(N)=O)C(=O)OCCCC)C2)=O)=C1 r-butyl (5'S)-2-bromo-5'-carbamoyl-5-oxo-4,5-dihydro-7H-spiro[pyrazolo[1,5-a]pyrimidine-6,3'-pyrrolidine]-1'-carboxylate